4-hydroxyphenyl-acetamide OC1=CC=C(C=C1)CC(=O)N